[Cl-].C1(=CC=CC=C1)[C@H]1CC[C@H](CC1)[NH3+] cis-4-phenylcyclohexane-1-aminium chloride